2,3-Dideutero-trans-Menthane [2H]C1[C@H](CC[C@@H](C1[2H])C(C)C)C